ClC1=NC=C(C(=N1)OCC1=CC=C(C=C1)C=1N(C=C(N1)C(F)(F)F)C)CC 2-chloro-5-ethyl-4-[[4-[1-methyl-4-(trifluoromethyl)imidazol-2-yl]phenyl]methoxy]pyrimidine